2-methyl-6-thiapentalene CC=1C=C2SCC=C2C1